FC1=C(C(=CC=C1)F)[C@H]1N(OCC1)C1=CC(=NC=N1)NC=1C(=CC(=C(C1)NC(C=C)=O)N1CCC(CC1)N1CCC(CC1)N(C)C)OC N-(5-((6-((S)-3-(2,6-difluorophenyl)isoxazolidine-2-yl)pyrimidine-4-yl)amino)-2-(4-(dimethylamino)-[1,4'-bipiperidine]-1'-yl)-4-methoxyphenyl)acrylamide